ClC=1C=C(C(=O)NC=2C=C(C=CC2F)NC(OC(C)(C)C)=O)C=CC1 t-butyl [3-(3-chlorobenzamido)-4-fluorophenyl]carbamate